(S)-2-((4-((6-((4-cyano-2-fluorobenzyl)oxy)pyrazin-2-yl)amino)piperidin-1-yl)methyl)-1-(oxetan-2-ylmethyl)-1H-benzo[d]imidazole-6-carboxylic acid C(#N)C1=CC(=C(COC2=CN=CC(=N2)NC2CCN(CC2)CC2=NC3=C(N2C[C@H]2OCC2)C=C(C=C3)C(=O)O)C=C1)F